OC1=CC=C(C=C1)C(=CCC1=C(C(=O)NC=2C=CC=C3C=CC=NC23)C(=CC=C1)C)CCCCC 2-(3-(4-hydroxyphenyl)oct-2-en-1-yl)-6-methyl-N-(quinolin-8-yl)benzamide